methyl 1-(2-((tert-butoxycarbonyl) amino) propyl)-1H-pyrrole-3-carboxylate C(C)(C)(C)OC(=O)NC(CN1C=C(C=C1)C(=O)OC)C